(((((2S,3S,4R,5R)-5-(5-chloro-7-((2,3-dihydro-1H-inden-2-yl)amino)-3H-[1,2,3]triazolo[4,5-d]pyrimidin-3-yl)-3,4-dihydroxytetrahydrofuran-2-yl)methyl)sulfonyl)methyl)phosphonic acid ClC=1N=C(C2=C(N1)N(N=N2)[C@H]2[C@@H]([C@@H]([C@H](O2)CS(=O)(=O)CP(O)(O)=O)O)O)NC2CC1=CC=CC=C1C2